tri-isooctylamine C(CCCCC(C)C)N(CCCCCC(C)C)CCCCCC(C)C